CN(C)CCCOC1=NC=C(C=C1)C1=CC=2C=3N(C=NC2C=C1)C=NC3N3CCOCC3 N,N-dimethyl-3-((5-(1-morpholinylimidazo[1,5-c]quinazolin-9-yl)pyridin-2-yl)oxy)-1-propylamine